ClC=1C(=NC=C(C1)NC(=O)C=1C=NN(C1C(F)(F)F)C1=C2C=CNC(C2=CC=C1)=O)C(=O)NC 3-Chloro-N-methyl-5-(1-(1-oxo-1,2-dihydroisochinolin-5-yl)-5-(trifluoromethyl)-1H-pyrazol-4-carboxamido)picolinamid